((((4,4-difluorocyclohexyl)methoxy)methanethioyl)amino)amine FC1(CCC(CC1)COC(=S)NN)F